N-(3-((1s,3R)-3-(cyanomethyl)-1-(4-methyl-4H-1,2,4-triazol-3-yl)cyclobutyl)phenyl)-7-(((S)-3-methylpiperidin-1-yl)methyl)-1H-pyrazolo[4,3-b]pyridine-5-carboxamide C(#N)CC1CC(C1)(C1=NN=CN1C)C=1C=C(C=CC1)NC(=O)C1=CC(=C2C(=N1)C=NN2)CN2C[C@H](CCC2)C